C(C)(C)(C)NC1=C(N=C2N1C=CC(=C2)C(=O)OC)C2=C(C=CC=C2F)C=2N=CN(C2Cl)C Methyl 3-(tert-butylamino)-2-(2-(5-chloro-1-methyl-1H-imidazol-4-yl)-6-fluorophenyl)imidazo[1,2-a]pyridine-7-carboxylate